C1(=CCCCCCC1)C=O Trans-CycloocteneAldehyde